6-dibutylamino-1,3,5-triazine-2,4-dithiol monosodium salt [Na].C(CCC)N(C1=NC(=NC(=N1)S)S)CCCC